Cl.FC=C1CCNCC1 4-(Fluoromethylidene)piperidine hydrochloride